(R)-3-(5-(difluoromethyl)-1,3,4-thiadiazol-2-yl)-N-(1-methylcyclopropyl)-8-(3-methylpiperazin-1-yl)imidazo[1,5-a]pyridine-6-sulfonamide FC(C1=NN=C(S1)C1=NC=C2N1C=C(C=C2N2C[C@H](NCC2)C)S(=O)(=O)NC2(CC2)C)F